1,1-cyclopropandimethanol C1(CC1)(CO)CO